(2-cyano-4-pyridyl)azetidine-1-carboxylic acid tert-butyl ester C(C)(C)(C)OC(=O)N1C(CC1)C1=CC(=NC=C1)C#N